1-(2-chlorophenyl)-4-((cyclopropyl-methyl)amino)-2-oxo-7-(trifluoro-methyl)-1,2-dihydroquinazoline-6-carbonitrile ClC1=C(C=CC=C1)N1C(N=C(C2=CC(=C(C=C12)C(F)(F)F)C#N)NCC1CC1)=O